(4'-methyl-2-methylsulfanyl-spiro[6,8-dihydro-5H-quinazoline-7,1'-indane]-4-yl) trifluoromethanesulfonate FC(S(=O)(=O)OC1=NC(=NC=2CC3(CCC4=C(C=CC=C34)C)CCC12)SC)(F)F